ethyl (1S,2S,5S)-2-((tert-butoxycarbonyl)amino)-5-hydroxy-5-methylcyclohexane-1-carboxylate C(C)(C)(C)OC(=O)N[C@@H]1[C@H](C[C@@](CC1)(C)O)C(=O)OCC